O=C1NC(CCC1N1C(C2=CC=CC(=C2C1=O)NCC1=CN=C(O1)C1=CC(=CC=C1)F)=O)=O 2-(2,6-Dioxopiperidin-3-yl)-4-(((2-(3-Fluorophenyl)oxazol-5-yl)methyl)amino)isoindolin-1,3-dione